1-methoxy-3-((8-(4-(trifluoromethyl)phenyl)-1,6-naphthyridin-5-yl)amino)propan-2-ol COCC(CNC1=C2C=CC=NC2=C(C=N1)C1=CC=C(C=C1)C(F)(F)F)O